2-(3-formyl-azetidin-1-yl)-5-(1-hydroxy-1-methyl-ethyl)-1,3-benzothiazole C(=O)C1CN(C1)C=1SC2=C(N1)C=C(C=C2)C(C)(C)O